CN(C(C)(C)C1(CNCCC1)O)C 3-(2-(dimethylamino)propan-2-yl)piperidin-3-ol